Bis-(N-Methyl-2,2,6,6-tetramethyl-4-piperidyl) sebacate C(CCCCCCCCC(=O)OC1CC(N(C(C1)(C)C)C)(C)C)(=O)OC1CC(N(C(C1)(C)C)C)(C)C